tert-butyl 3-(((4-(2-((tert-butoxycarbonyl)amino)pyrazolo[1,5-a]pyridin-5-yl)-5-methylisoxazol-3-yl)oxy)methyl)-3-methoxyazetidine-1-carboxylate C(C)(C)(C)OC(=O)NC1=NN2C(C=C(C=C2)C=2C(=NOC2C)OCC2(CN(C2)C(=O)OC(C)(C)C)OC)=C1